COC=1C=C(C=CC1)C1OC2=C(C1)C=CC(=C2)NC(OC(C)(C)C)=O tert-Butyl [2-(3-methoxyphenyl)-2,3-dihydro-1-benzofuran-6-yl]carbamate